OC1(C2=NN=C(C=3C(=CC(=C(N4CCC[C@H]4CC=CC4=CC=CC1=C4)N3)C(F)(F)F)NC(OC(C)(C)C)=O)O2)C(F)(F)F tert-Butyl N-[(15S)-6-hydroxy-6,21-bis(trifluoromethyl)-26-oxa-3,4,19,24-tetraazapentacyclo[18.3.1.12,5.17,11.015,19]hexacosa-1(24),2,4,7(25),8,10,12,20,22-nonaen-23-yl]carbamate